Ethyl 3-(1,4-dimethyl-1H-benzotriazol-5-yl)-3-(7-{[(3'S)-7'-hydroxy-3'-methyl-3'H-spiro[cyclopropane-1,2'-pyrido[2,3-f][1,4]oxazepin]-4'(5'H)-yl]methyl}-1-benzothiophen-5-yl)propanoate CN1N=NC2=C1C=CC(=C2C)C(CC(=O)OCC)C=2C=C(C1=C(C=CS1)C2)CN2[C@H](C1(OC3=C(C2)N=C(C=C3)O)CC1)C